5-(2-aminopropan-2-yl)-N-(2-(2-fluoropropan-2-yl)pyrimidin-4-yl)-8-methoxyisoquinolin-3-amine NC(C)(C)C1=C2C=C(N=CC2=C(C=C1)OC)NC1=NC(=NC=C1)C(C)(C)F